C(C=C)(=O)N1CC2COC3=C(C(N2CC1)=O)C=CC(=C3Cl)C3=C1C=NNC1=CC=C3C 2-acryloyl-10-chloro-9-(5-methyl-1H-indazol-4-yl)-1,2,3,4,12,12a-hexahydro-6H-benzo[f]pyrazino[2,1-c][1,4]oxazepin-6-one